tert-butyl ((2S,3S)-1-(((3-(4-decylphenyl)-1,2,4-oxadiazol-5-yl)methyl)amino)-3-methyl-1-oxopentan-2-yl)carbamate C(CCCCCCCCC)C1=CC=C(C=C1)C1=NOC(=N1)CNC([C@H]([C@H](CC)C)NC(OC(C)(C)C)=O)=O